CC1=C(CCC2=CC(=CC=C12)C1=C(C=CC=C1)C(F)(F)F)CN1CC(C1)C(=O)O 1-({1-Methyl-6-[2-(trifluoromethyl)phenyl]-3,4-dihydro-2-naphthalenyl}methyl)-3-azetidinecarboxylic acid